3-(1-(2,2-difluoroethyl)piperidin-4-yl)-4,7-dimethyl-3,4-dihydro-5H-pyrazolo[3,4-c]isoquinolin-5-one FC(CN1CCC(CC1)N1N=CC2=C1N(C(C=1C=C(C=CC21)C)=O)C)F